C(C1=CC=CC=C1)C=1C=CC(=C(C1)C1=CC(=CC=C1)CC(C(=O)O)CC)C(N)=O 2-((5'-benzyl-2'-carbamoyl-biphenyl-3-yl)methyl)butyric acid